FC1=C(O[P@@](=O)(OC2=CC=CC=C2)N[C@@H](C)C(=O)OCC2=CC=CC=C2)C(=C(C(=C1F)F)F)F BENZYL ((S)-(PERFLUOROPHENOXY)(PHENOXY)PHOSPHORYL)-L-ALANINATE